1-(4-Bromo-1H-pyrrolo[2,3-b]pyridin-3-yl)ethanone BrC1=C2C(=NC=C1)NC=C2C(C)=O